2-methoxy-4-[(2-oxopyrrolidin-1-yl)methyl]benzoic acid COC1=C(C(=O)O)C=CC(=C1)CN1C(CCC1)=O